N-(5-(4-fluorophenoxy)pyridin-2-yl)-2-methyl-2-(piperazin-1-yl)propanamide FC1=CC=C(OC=2C=CC(=NC2)NC(C(C)(N2CCNCC2)C)=O)C=C1